C(#N)C1=CNC2=C(C=CC(=C12)C)NS(=O)(=O)C=1SC=C(N1)C(=O)OCC ethyl 2-[(3-cyano-4-methyl-1H-indol-7-yl) sulfamoyl]-1,3-thiazole-4-carboxylate